COC=1C=C(CN(C(=O)OCCOCCC(CCOCCOC(=O)N(CC2=CC=C(C=C2)N(C)C)CC2=CC(=CC=C2)OC)N(C)C)CC2=CC=C(C=C2)N(C)C)C=CC1 1-{[(3-methoxybenzyl)(4-dimethylaminobenzyl)amino]carbonyloxyethoxy}-5-{[(3-methoxybenzyl)(4-dimethylaminobenzyl)amino]carbonyloxyethoxy}-3-(dimethylamino)pentane